C(C)(C)(C)N1C=NC(=C1)I 1-tert-butyl-4-iodo-imidazole